ClC=1C=C(C=CC1)N1N=CC(=C1)C(C(=O)NC1=CC(=NN1)C1CC1)CC 2-(1-(3-chlorophenyl)-1H-pyrazol-4-yl)-N-(3-cyclopropyl-1H-pyrazol-5-yl)butanamide